1-{6-[4-({(1R)-1-[3-(1,1-difluoro-2-hydroxy-2-methylpropyl)-2-fluorophenyl]ethyl}amino)-2-methylpyrido[2,3-d]pyrimidin-6-yl]-2,6-diazaspiro[3.3]hept-2-yl}ethan-1-one FC(C(C)(C)O)(F)C=1C(=C(C=CC1)[C@@H](C)NC=1C2=C(N=C(N1)C)N=CC(=C2)N2CC1(CN(C1)C(C)=O)C2)F